C(\C=C/CCCCCC)OC(CCCCCCCN(CC1=CC=C(C=C1)CCCC(=O)OC\C=C/CCCCCC)C(=O)OC(C)(C)C)=O 8-(tert-butoxycarbonyl-(4-(3-(((Z)-non-2-enyl)oxycarbonyl)-propyl)-benzyl)-amino)-octanoic acid (Z)-non-2-enyl ester